C(=O)=[Cr](=C=O)=C=O (tricarbonyl)-chromium